ClC1=C(C(=O)N(C)C2CC2)C=C(C=C1)C=1C=NN(C1)C=1N(N=C(C1C(F)(F)F)O)C 2-chloro-N-cyclopropyl-5-[1-[5-hydroxy-2-methyl-4-(trifluoromethyl)pyrazol-3-yl]Pyrazol-4-yl]-N-Methyl-benzamide